2-(((1R,3S)-3-(4-amino-1H-benzo[d]imidazol-1-yl)cyclohexyl)amino)-4-methoxypyrimidine-5-carbonitrile NC1=CC=CC=2N(C=NC21)[C@@H]2C[C@@H](CCC2)NC2=NC=C(C(=N2)OC)C#N